C(C1=CC=CC=C1)OC1(C2=NN=C(C3=C(C=C(C(NC(CC=CCC1)CO)=N3)C(F)(F)F)[N+](=O)[O-])O2)C(F)(F)F [6-benzyloxy-17-nitro-6,15-bis(trifluoromethyl)-19-oxa-3,4,13,18-tetrazatricyclo[12.3.1.12,5]nonadeca-1(17),2,4,9,14(18),15-hexaen-12-yl]methanol